3,5-dichlorobenzeneboronic acid ClC=1C=C(C=C(C1)Cl)B(O)O